tert-butyl (3-(2-bromoacetyl)bicyclo[1.1.1]pentan-1-yl)carbamate BrCC(=O)C12CC(C1)(C2)NC(OC(C)(C)C)=O